C(=O)(O)C1=C(C=C(C=C1)C1=C(C(=C(C=C1)F)F)F)N1C(C2=CC=C(C=C2C1=O)C(=O)O)=O 2-(4-Carboxy-2',3',4'-trifluoro[1,1'-biphenyl]-3-yl)-1,3-dioxo-2,3-dihydro-1H-isoindole-5-carboxylic acid